tetraphenylphosphonium tetrakis(n-butyl)borate C(CCC)[B-](CCCC)(CCCC)CCCC.C1(=CC=CC=C1)[P+](C1=CC=CC=C1)(C1=CC=CC=C1)C1=CC=CC=C1